2-(2-(4-(4-(difluoromethyl)piperidin-1-yl)-3-(1-(2,2,2-trifluoroethyl)-1H-indazole-3-carboxamido)benzamido)-5-fluorophenyl)acetic acid FC(C1CCN(CC1)C1=C(C=C(C(=O)NC2=C(C=C(C=C2)F)CC(=O)O)C=C1)NC(=O)C1=NN(C2=CC=CC=C12)CC(F)(F)F)F